(S)-4-(4-(3-Cyclopropylmorpholinyl)-2-(1-(2-hydroxy-2-methylpropyl)-1H-pyrazol-4-yl)quinazolin-6-yl)-6-methyl-1,6-dihydro-7H-pyrrolo[2,3-c]pyridin-7-one C1(CC1)[C@@H]1N(CCOC1)C1=NC(=NC2=CC=C(C=C12)C=1C2=C(C(N(C1)C)=O)NC=C2)C=2C=NN(C2)CC(C)(C)O